tert-butyl (R)-(6-(2-(2-aminothiazol-4-yl)pyrrolidin-1-yl)pyridin-3-yl)carbamate NC=1SC=C(N1)[C@@H]1N(CCC1)C1=CC=C(C=N1)NC(OC(C)(C)C)=O